[Ca].FC1=CC=C(C=C1)C=1N(C(=C(C1C1=CC=CC=C1)C(=O)NC1=CC=CC=C1)C(C)C)CC[C@H](C[C@H](CC(=O)O)O)O (3R,5R)-7-[2-(4-fluorophenyl)-3-phenyl-4-(anilinoformyl)-5-isopropyl-pyrrol-1-yl]-3,5-dihydroxyheptanoic acid calcium